(1-isopropyl-1H-pyrazol-3-yl)-N-(6-methoxypyrimidin-4-yl)-5-methyl-2-(1-methyl-1H-imidazol-2-yl)pyrrolo[2,1-f][1,2,4]triazin-4-amine C(C)(C)N1N=C(C=C1)C=1C(=C2C(=NC(=NN2C1)C=1N(C=CN1)C)NC1=NC=NC(=C1)OC)C